BrC=1C(=CC=C2C=C(C=C(C12)O)O)F 8-bromo-7-fluoro-naphthalene-1,3-diol